ClC1=NC=C(C=2C1=CN(N2)C=2C(=NC(=NC2)OC)OC)F 4-chloro-2-(2,4-dimethoxypyrimidin-5-yl)-7-fluoro-pyrazolo[4,3-c]pyridine